CC1=NC=C(C(=O)NCCN2[C@H](CCC2)C)C=C1NC1=NN(C=2C=3N(N=CC21)C=C(C3)C=3C=NN(C3)C)C (S)-6-methyl-5-((1-methyl-8-(1-methyl-1H-pyrazol-4-yl)-1H-pyrazolo[3,4-d]pyrrolo[1,2-b]pyridazin-3-yl)amino)-N-(2-(2-methylpyrrolidin-1-yl)ethyl)nicotinamide